bis(4-aminobenzoyl)-2,5-diamino-1,4-dihydroxybenzene NC1=CC=C(C(=O)C2=C(C(=C(C(=C2O)N)C(C2=CC=C(C=C2)N)=O)O)N)C=C1